COC(CCC(=O)C=1OC=C(C1)N1C=NC2=C1C=CC=C2)=O 4-(4-(1H-benzo[d]imidazol-1-yl)furan-2-yl)-4-oxobutanoic acid methyl ester